C1(CC1)C1=CSC2=C1N=CN=C2 7-cyclopropylthieno[3,2-d]pyrimidine